FC1=C(C(=CC(=C1)I)F)[C@H]1N([C@H]2[C@@H](C3=C1NC=1C=CC=CC31)CC2)CC(C)(C)F (2aR,4R,9cR)-4-(2,6-difluoro-4-iodophenyl)-3-(2-fluoro-2-methylpropyl)-2,2a,3,4,5,9c-hexahydro-1H-cyclobuta[5,6]Pyrido[3,4-b]Indole